1-(2-fluoro-4-nitrophenyl)piperidine-4-formaldehyde FC1=C(C=CC(=C1)[N+](=O)[O-])N1CCC(CC1)C=O